CC1=NN2C(N=C(C(=C2)NC(=O)N2CCC=3C2=NC=CC3N3C[C@H](N(CC3)C(=O)OC(C)(C)C)C)C)=N1 tert-butyl (R)-4-(1-((2,5-dimethyl-[1,2,4]triazolo[1,5-a]pyrimidin-6-yl)carbamoyl)-2,3-dihydro-1H-pyrrolo[2,3-b]pyridin-4-yl)-2-methylpiperazine-1-carboxylate